dimethyl 4-t-butylcyclohexane-1,2-dicarboxylate C(C)(C)(C)C1CC(C(CC1)C(=O)OC)C(=O)OC